N-(pyridazin-4-yl)-1H-benzo[d]-imidazole-2-carboxamide N1=NC=C(C=C1)NC(=O)C1=NC2=C(N1)C=CC=C2